5-(3-fluoro-2-methoxy-5-(4,4,5,5-tetramethyl-1,3,2-dioxaborolan-2-yl)phenyl)-2-methyl-2H-tetrazole FC=1C(=C(C=C(C1)B1OC(C(O1)(C)C)(C)C)C=1N=NN(N1)C)OC